4-(2-fluoro-5-((Z)-2-fluoro-2-(5-(prop-2-yn-1-yloxy)pyrazin-2-yl)vinyl)phenyl)-4-methyl-5-(2,2,2-trifluoroethoxy)-5,6-dihydro-4H-1,3-oxazin-2-amine FC1=C(C=C(C=C1)\C=C(\C1=NC=C(N=C1)OCC#C)/F)C1(N=C(OCC1OCC(F)(F)F)N)C